ClC1=C(C(N(C2=NC(=CC=C12)C(F)(F)F)C1=CC=C(C=C1)Cl)=O)C#N 4-Chloro-1-(4-chlorophenyl)-2-oxo-7-(trifluoromethyl)-1,2-dihydro-1,8-naphthyridine-3-carbonitrile